N1N=C(C=C1)CN1N=CC2=C(C1=O)N(C1=C2SC(=N1)[C@@H](C1=NNC=C1)O)C (R)-6-((1H-pyrazol-3-yl)methyl)-2-(hydroxy(1H-pyrazol-3-yl)methyl)-4-methyl-4H-thiazolo[5',4':4,5]pyrrolo[2,3-d]pyridazin-5(6H)-one